6-[[(2S,3S,4S,5R)-3-(3,4-Difluoro-2-methoxy-phenyl)-4,5-dimethyl-5-(trifluoromethyl)tetrahydrofuran-2-carbonyl]amino]pyrazin-2-carboxamid FC=1C(=C(C=CC1F)[C@H]1[C@H](O[C@]([C@H]1C)(C(F)(F)F)C)C(=O)NC1=CN=CC(=N1)C(=O)N)OC